C1(CC1)N1C(=NC2=C1C=C(C=C2)OC2=C(C=C(C=C2Cl)[N+](=O)[O-])Cl)OC cyclopropyl-6-(2,6-dichloro-4-nitrophenoxy)-2-methoxy-1H-benzo[d]imidazole